ClC1=CC=C(C=C1)C1=NN(CCC1C1=CC=CC=C1)C(=O)NS(=O)(=O)C1=C(C=CC=C1)C(F)(F)F 3-(4-chlorophenyl)-4-phenyl-N-((2-(trifluoromethyl)phenyl)sulfonyl)-5,6-dihydropyridazine-1(4H)-carboxamide